3,5-bis[(2-bromoacetyl)amino]benzoic acid BrCC(=O)NC=1C=C(C(=O)O)C=C(C1)NC(CBr)=O